FC=1C=C(C=CC1OC(F)(F)F)[Mg]Br (3-fluoro-4-(trifluoromethoxy)phenyl)magnesium bromide